C1(=CC=CC=C1)C1=NC(=NS1)CO (5-Phenyl-1,2,4-thiadiazol-3-yl)methanol